ClC1=C(C(=O)N(C)OC)C=C(C=[N+]1[O-])Cl 2,5-Dichloro-N-methoxy-N-methylnicotinamide 1-oxide